ClC1=C(C=C2C=C(N=CC2=C1)NC(=O)[C@@H]1[C@](C1)(C1COCC1)C)N1CCN(CC1)[C@]1(COC[C@H]1O)C (1S,2R)-N-[7-chloro-6-[4-((3S,4S)-4-hydroxy-3-methyl-tetrahydrofuran-3-yl)piperazin-1-yl]-3-isoquinolyl]-2-methyl-2-tetrahydrofuran-3-yl-cyclopropanecarboxamide